ClC=1C=C(C=C(C1OC=1C=NC(=C(C1)N1C(CCC1)=O)OC)Cl)N1N=C(C(NC1=O)=O)NC(OC(C)(C)C)=O t-butyl (2-(3,5-dichloro-4-((6-methoxy-5-(2-oxopyrrolidin-1-yl)pyridin-3-yl)oxy)phenyl)-3,5-dioxo-2,3,4,5-tetrahydro-1,2,4-triazin-6-yl)carbamate